C(C)(C)(C)OC(=O)N1CC(C1)CNC(=O)N1[C@H](C2=CC=CC=C2CC1)C1=CC=C(C=C1)F (S)-3-((1-(4-fluorophenyl)-1,2,3,4-tetrahydroisoquinoline-2-carboxamido)methyl)azetidine-1-carboxylic acid tert-butyl ester